3-oxo-2,3-dihydro-1H-indazole-4-carboxamide O=C1NNC=2C=CC=C(C12)C(=O)N